C(C)OC1=CC=C(C=N1)C1=C(C=C(C=C1C=1N=NNN1)NC(=O)N1CCC(CC1)C(F)(F)F)F N-(4-(6-ethoxypyrid-3-yl)-3-fluoro-5-(2H-tetrazol-5-yl)phenyl)-4-(trifluoromethyl)piperidine-1-carboxamide